Cl.ClC=1C=C(C=CC1Cl)N1N=C(C=C1)OCCCCN1CCCCC1 1-{4-[1-(3,4-dichlorophenyl)-1H-pyrazol-3-yloxy]butyl}piperidine hydrochloride